FCC1CN(C1)CCOC1=CC=C(C=C1)C1OC=2C=C(C=CC2C=2C=NC=3C=C(C=CC3C21)O)C(F)(F)F 5-[4-[2-[3-(fluoromethyl)azetidin-1-yl]ethoxy]phenyl]-8-(trifluoromethyl)-5H-chromeno[4,3-c]quinolin-2-ol